4-androsten C[C@@]12CCC[C@H]1[C@@H]1CCC3=CCCC[C@]3(C)[C@H]1CC2